[5-(3-chloro-2-piperazin-1-yl-6-quinolinyl)-2-methyl-phenyl]methylamine dihydrochloride Cl.Cl.ClC=1C(=NC2=CC=C(C=C2C1)C=1C=CC(=C(C1)CN)C)N1CCNCC1